COC=1C=C(C(=O)C(=O)O)C=CC1OC 3,4-dimethoxybenzoylformic acid